Cyclohexylaminopropan CCCNC1CCCCC1